N=1C=C(N2C1CCCCC2)S(=O)(=O)C2=CC=C(C=C2)CNC(=O)C2=CC=1C(=CN=CC1)S2 N-[(4-{5H,6H,7H,8H,9H-imidazo[1,2-a]azepine-3-sulfonyl}phenyl)methyl]thieno[2,3-c]pyridine-2-carboxamide